6-methyl-2-{2-[(4-phenyl-4H-1,2,4-triazol-3-yl)sulfanyl]acetamido}-4,5,6,7-tetrahydro-1-benzothiophene-3-carboxamide CC1CC2=C(C(=C(S2)NC(CSC2=NN=CN2C2=CC=CC=C2)=O)C(=O)N)CC1